N1(C=NC=C1)C1=NC(=CC(=N1)C(=O)N1CCN(CC1)CC1=CC=C(CC=2C=3C4=C(C(N(C4=CC2)C2C(NC(CC2)=O)=O)=O)C=CC3)C=C1)C 3-(6-(4-((4-(2-(1H-imidazol-1-yl)-6-methylpyrimidine-4-carbonyl)piperazin-1-yl)methyl)benzyl)-2-oxobenzo[cd]indol-1(2H)-yl)piperidine-2,6-dione